IC1=C(C=CC(=C1)\C=C/OC)OC (Z)-2-Iodo-1-methoxy-4-(2-methoxyvinyl)benzene